C(C)(C)N1C(=C(C(C2=CC=C(C=C12)B1OC(C(O1)(C)C)(C)C)=O)C)C1N(CC1)C(=O)OC(C)(C)C tert-butyl 2-(1-isopropyl-3-methyl-4-oxo-7-(4,4,5,5-tetramethyl-1,3,2-dioxaborolan-2-yl)-1,4-dihydroquinolin-2-yl)azetidine-1-carboxylate